Ethyl 3-(2-(3-(hydroxymethyl)-1H-indol-1-yl)acetamido)benzoate OCC1=CN(C2=CC=CC=C12)CC(=O)NC=1C=C(C(=O)OCC)C=CC1